(2,3-dihydrothieno[3,4-b][1,4]dioxin-2-yl)methyl 4-aminobenzoate NC1=CC=C(C(=O)OCC2COC=3C(O2)=CSC3)C=C1